O=C[C@H](O)[C@H](O)[C@H](O)CO R-D-ribose